methyl 2-(3,9-diazaspiro[5.5]undecan-3-yl)acetate C1CN(CCC12CCNCC2)CC(=O)OC